C(#N)C1=CC=C(C=C1)C(CN[C@H](C(=O)NC1=CC=C(C=N1)C1=CC(N(C=C1)C)=O)C1=CC=CC=C1)C (S)-2-((2-(4-cyano-phenyl)propyl)-amino)-N-(1'-methyl-2'-oxo-1',2'-dihydro-[3,4'-bipyridin]-6-yl)-2-phenylacetamide